N1C(=CC2=CC=CC=C12)C=O 2-indoleformaldehyde